N1(CCOCC1)CCOC=1C=CC2=C(N=C(S2)N)C1 5-[2-(morpholin-4-yl)ethoxy]-1,3-benzothiazol-2-amine